1-(3-phenoxyphenyl)prop-2-en-1-ol O(C1=CC=CC=C1)C=1C=C(C=CC1)C(C=C)O